CN1CC(C=C2C3=C4N(CC12)C=CC4=CC=C3)C 8,10-dimethyl-7a,8,9,10-tetrahydro-7H-indolo[7,1-fg][1,7]naphthyridine